5-bromo-2-(((tert-butyldimethylsilyl)oxy)methyl)-1H-pyrrolo[3,2-b]pyridine BrC1=CC=C2C(=N1)C=C(N2)CO[Si](C)(C)C(C)(C)C